N1=C(C=CC=C1)C=1SC2=C(C1)C=CC=C2 2-(2-pyridinyl)benzothiophene